The molecule is the lipid oxoanion formed from lipid IIA by deprotonation of the phosphate hydroxy groups and protonation of the amino group. It is the major microspecies at pH 7.3 (according to Marvin v 6.2.0.). It is a conjugate base of a lipid IIA. It is a conjugate acid of a lipid IIA(3-). CCCCCCCCCCC[C@H](CC(=O)N[C@@H]1[C@H]([C@@H]([C@H](O[C@@H]1OP(=O)([O-])O[C@@H]2[C@@H]([C@H]([C@H](CO2)[NH3+])O)O)CO[C@H]3[C@@H]([C@H]([C@@H]([C@H](O3)CO)OP(=O)([O-])[O-])OC(=O)C[C@@H](CCCCCCCCCCC)O)NC(=O)C[C@@H](CCCCCCCCCCC)O)O)OC(=O)C[C@@H](CCCCCCCCCCC)O)O